1-(tert-butyl)-4-(5'-fluoro-2'-methoxy-3'-(4,4,5,5-tetramethyl-1,3,2-dioxaborolan-2-yl)-[1,1'-biphenyl]-3-yl)piperazine C(C)(C)(C)N1CCN(CC1)C=1C=C(C=CC1)C1=C(C(=CC(=C1)F)B1OC(C(O1)(C)C)(C)C)OC